(2S,3S)-3-((2-(2-chloro-5-(3-oxo-3-(pyrrolidin-1-yl)propyl)-5H-pyrrolo[2,3-b]pyrazin-7-yl)-6-(thien-2-yl)-5-fluoropyrimidin-4-yl)amino)bicyclo[2.2.2]octane-2-carboxylic acid ClC=1N=C2C(=NC1)N(C=C2C2=NC(=C(C(=N2)N[C@@H]2[C@H](C1CCC2CC1)C(=O)O)F)C=1SC=CC1)CCC(N1CCCC1)=O